NC1=NC(=CC(=C1)N[C@H](C)CCC)CC1=CC=C(C=C1)CN1CCN(CC1)CCO (R)-2-amino-6-(4-((4-(2-hydroxyethyl)piperazin-1-yl)methyl)benzyl)-4-(pentan-2-ylamino)pyridine